2-Chloro-4-{[1-(3-chloro-benzenesulfonyl)-2,3-dihydro-1H-indole-6-carbonyl]-amino}-benzoic acid ClC1=C(C(=O)O)C=CC(=C1)NC(=O)C1=CC=C2CCN(C2=C1)S(=O)(=O)C1=CC(=CC=C1)Cl